ClC=1C=CC(=C(C1)C1=NN(C=C1NC(=O)C=1C=NN2C1N=CC=C2)CC2CNCC2)OC N-(3-(5-chloro-2-methoxyphenyl)-1-(pyrrolidin-3-ylmethyl)-1H-pyrazol-4-yl)pyrazolo[1,5-a]pyrimidine-3-carboxamide